(E)-N1-(1-benzyl-pyrrolidin-3-yl)-N8-hydroxy-2-((naphthalen-1-yloxy)methyl)-2-octenediamide C(C1=CC=CC=C1)N1CC(CC1)NC(\C(=C\CCCCC(=O)NO)\COC1=CC=CC2=CC=CC=C12)=O